(2E)-3-(4-hydroxy-2-methoxyphenyl)-1-(4-methoxyphenyl)-2-propene-1-one OC1=CC(=C(C=C1)/C=C/C(=O)C1=CC=C(C=C1)OC)OC